N-(1-(3-((4-(trifluoromethyl)phenyl)amino)pyrazin-2-yl)piperidin-4-yl)acrylamide FC(C1=CC=C(C=C1)NC=1C(=NC=CN1)N1CCC(CC1)NC(C=C)=O)(F)F